methoxy-isobutylen COCC(C)=C